(R)-tert-butyl 3-(2-ethoxy-2-oxoethoxy)pyrrolidine-1-carboxylate C(C)OC(CO[C@H]1CN(CC1)C(=O)OC(C)(C)C)=O